P(=O)(O)(O)O.C(C)[Li] ethyl-lithium phosphate